6-chloro-17-acetoxy-pregna-4,6-diene-3,20-dione ClC1=C[C@H]2[C@@H]3CC[C@](C(C)=O)([C@]3(CC[C@@H]2[C@]2(CCC(C=C12)=O)C)C)OC(C)=O